C[C@]1(CC2(CO2)CCC1)CN1N=C2N=CC=CC2=C1 2-(((5S)-5-methyl-1-oxaspiro[2.5]octane-5-yl)methyl)-2H-pyrazolo[3,4-b]pyridine